N1(CCNCC1)S(=O)(=O)N Piperazine-1-Sulfonamide